Cl.NC1=NC=C(C2=C1C=NN2)NC(=O)C(=O)N(CC2=C(C=C(C=C2)Cl)C)CC2=CC=CC=C2 N-(4-amino-1H-pyrazolo[4,3-c]pyridin-7-yl)-N'-benzyl-N'-[(4-chloro-2-methyl-phenyl)methyl]oxamide Hydrogen chloride